FC1(C(C(C(C(C1(F)F)(C(F)(F)F)C(F)(F)F)(F)F)(F)F)=O)F perfluoro(dimethyl-cyclohexanone)